C(CC)C(=O)C1C2C3C4C=CC(C3C(C1)C2)C4 8-n-propylcarbonyltetracyclo[4.4.0.12,5.17,10]dodeca-3-ene